CN.C(CN(CC(=O)O)CC(=O)O)N(CC(=O)O)CC(=O)O ethylenediaminetetraacetic acid-methylamine salt